FC(C1=NN=C(O1)C=1C=CC(=NC1)CN1C(OC2=C1C=C(C(=C2)C=2C=NC(=NC2)N2CCN(CC2)C)F)=O)F 3-((5-(5-(difluoromethyl)-1,3,4-oxadiazole-2-yl)pyridine-2-yl)methyl)-5-fluoro-6-(2-(4-methylpiperazine-1-yl)pyrimidine-5-yl)benzo[d]oxazole-2(3H)-one